ClC=1C=CC(=C(C=O)C1)N1N=NC=C1 5-chloro-2-1,2,3-triazol-1-yl-benzaldehyde